FC=1C=C(COC2=NC=C(C(=C2)O)C=2NC=C(C2)C(F)(F)F)C=CC1OC 2-((3-fluoro-4-methoxybenzyl)oxy)-5-(4-(trifluoromethyl)-1H-pyrrol-2-yl)pyridin-4-ol